C1(=CC=CC=C1)C1(CCN(CC1)C(=O)OC(C)(C)C)NS(=O)(=O)C1=CC=C(C=C1)OC(F)(F)F tert-butyl 4-phenyl-4-((4-(trifluoromethoxy)phenyl)sulfonamido)piperidine-1-carboxylate